calcium 2-aminobutyric acid NC(C(=O)O)CC.[Ca]